(R)-sulfilimine [SH2]=N